ClC=1C=C(C=C(C1)Cl)NC1=NC2=CC=CC=C2C(=N1)NC1CCN(CC1)C1=CC=CC=C1 N2-(3,5-dichlorophenyl)-N4-(1-phenylpiperidin-4-yl)quinazoline-2,4-diamine